(S)-N-(PYRIDIN-2-YLMETHYL)PENT-4-EN-2-AMINE N1=C(C=CC=C1)CN[C@@H](C)CC=C